CN1C(=CC=C1)C=1C=C(N)C=CC1 3-(1-methyl-1H-pyrrol-2-yl)aniline